2-(6-((2S,5R)-2,5-dimethyl-4-(1-(3-methylquinoxalin-6-yl)ethyl)piperazin-1-yl)-3-ethyl-9-methyl-2-oxo-3,9-dihydro-2H-purin-8-yl)acetonitrile C[C@@H]1N(C[C@H](N(C1)C(C)C=1C=C2N=C(C=NC2=CC1)C)C)C=1C=2N=C(N(C2N(C(N1)=O)CC)C)CC#N